CN1CCN(CC1)CCN 2-(4-methylpiperazine-1-yl)ethylamine